(3R,5'S)-1'-(N-(methyl-d3)-N-(4,6,7-trifluoro-1H-indole-2-carbonyl)-L-leucyl)-2-oxospiro[indoline-3,3'-pyrrolidine]-5-d-5'-carboxamide C(N([C@@H](CC(C)C)C(=O)N1C[C@]2(C[C@H]1C(=O)N)C(NC1=CC=C(C=C12)[2H])=O)C(=O)C=1NC2=C(C(=CC(=C2C1)F)F)F)([2H])([2H])[2H]